CCCCCCCC/C=C\CCCCCCCCCC(=O)OC[C@H](COP(=O)(O)OC[C@@H](C(=O)O)N)OC(=O)CCCCCCC/C=C\CCCCCC 1-(11Z-eicosenoyl)-2-(9Z-hexadecenoyl)-glycero-3-phosphoserine